N2-(2-((3S,4S)-3,4-dimethylpyrrolidin-1-yl)-3-methylphenyl)-N5,N5-dimethylthiophene-2,5-disulfonamide C[C@@H]1CN(C[C@H]1C)C1=C(C=CC=C1C)NS(=O)(=O)C=1SC(=CC1)S(=O)(=O)N(C)C